COC1=C(C=CC(=C1)CC(C(CC1=CC2=C(OCO2)C=C1)C)C)[O-].C(C)(C)(C)SSSSC(C)(C)C 1,4-di-tert-butyl-tetrasulfane 2-methoxy-4-[4-(1,3-benzodioxol-5-yl)-2,3-dimethylbutyl]phenolate